CC1=CC(=CC(=N1)CCC(=O)NCCOCCOCCOCCOCCOCCOCCOCCOCCC(=O)N)C=C 1-(3-(6-methyl-4-vinylpyridin-2-yl)propanamido)-3,6,9,12,15,18,21,24-octaoxaheptacosan-27-amide